CN1C=NC(=C1)C1=C(NC2=CC(=CC=C2)C(F)(F)F)C=C(C=C1)C=C 2-(1-methylimidazol-4-yl)-N-[3-(trifluoromethyl)phenyl]-5-vinyl-aniline